dimethyl-Dimethylsilyl-bis(cyclopentadienyl)zirconium CC([SiH](C)[Zr](C1C=CC=C1)C1C=CC=C1)C